(2R)-2-(1-Chlorocyclopropyl)-4-[(1R)-2,2-dichlorocyclopropyl]-1-(1H-1,2,4-triazol-1-yl)butane ClC1(CC1)[C@@H](CN1N=CN=C1)CC[C@H]1C(C1)(Cl)Cl